BrC1=CC=C2N=CC(=NC2=C1)C 7-bromo-2-methylquinoxaline